6-(4-fluorophenoxy)-1H-indole-1,2-dicarboxylic acid 1-tert-butyl 2-methyl ester COC(=O)C=1N(C2=CC(=CC=C2C1)OC1=CC=C(C=C1)F)C(=O)OC(C)(C)C